C1(CCCC1)N1N=NC2=C1C=CC(=C2)C2=NC(=NO2)C2=C(C=CC=C2)C 1-cyclopentyl-5-[3-(2-methylphenyl)-1,2,4-oxadiazol-5-yl]-1H-1,2,3-benzotriazole